4-(2-(2-azaspiro[3.3]heptan-2-yl)-6,7-dihydro-5H-cyclopenta[d]pyrimidin-4-yl)benzamide C1N(CC12CCC2)C=2N=C(C1=C(N2)CCC1)C1=CC=C(C(=O)N)C=C1